C1(CC1)S(=O)(=O)N[C@@H]1[C@@H](N([C@@H](C1)C)C(=O)OC)CO[C@@H]1C[C@@H]2C[C@@]2(CC1)C1=NC=C(C=N1)F methyl (2R,3S,5R)-3-(cyclopropanesulfonamido)-2-((((1S,3S,6R)-6-(5-fluoropyrimidin-2-yl)bicyclo[4.1.0]heptan-3-yl)oxy)methyl)-5-methylpyrrolidine-1-carboxylate